ethyl 4-(4-chloro-5-hydroxy-6-methoxy-isoindolin-2-yl)-4-oxo-butanoate ClC1=C2CN(CC2=CC(=C1O)OC)C(CCC(=O)OCC)=O